4-(6-Chloroimidazo[1,2-a]pyridin-3-yl)-N-(6-(4-isopropylpiperazin-1-yl)pyridin-3-yl)pyrimidin-2-amine ClC=1C=CC=2N(C1)C(=CN2)C2=NC(=NC=C2)NC=2C=NC(=CC2)N2CCN(CC2)C(C)C